FC(C1=NC(=CC=C1N1C[C@H](CCC1)CC(=O)O)C=1N=NN(C1CN1C(C=CC(=C1)CCC)=O)C)F 2-[(3R)-1-[2-(difluoromethyl)-6-{1-methyl-5-[(2-oxo-5-propyl-1,2-dihydropyridin-1-yl)methyl]-1H-1,2,3-triazol-4-yl}pyridin-3-yl]piperidin-3-yl]acetic acid